(R)-2-((1-(2-cyano-3-(2,2-difluoro-6-azaspiro[3.4]octan-6-yl)-7-methyl-quinoxalin-5-yl)ethyl)amino)benzoic acid C(#N)C1=NC2=CC(=CC(=C2N=C1N1CC2(CC(C2)(F)F)CC1)[C@@H](C)NC1=C(C(=O)O)C=CC=C1)C